2-((7-(2,6-dichlorophenylsulfonylamino)-3,4-dihydroquinolin-1(2H)-yl)sulfonyl)benzoic acid ClC1=C(C(=CC=C1)Cl)S(=O)(=O)NC1=CC=C2CCCN(C2=C1)S(=O)(=O)C1=C(C(=O)O)C=CC=C1